NC1=NC2(NC(=N1)NC1=CC(=CC=C1)Br)CCC(CC2)CC(=O)O 2-(2-amino-4-((3-bromophenyl)amino)-1,3,5-triazaspiro[5.5]Undec-1,3-dien-9-yl)acetic acid